6-fluoro-N-(4-nitrophenylethyl)quinazolin-4-amine FC=1C=C2C(=NC=NC2=CC1)NCCC1=CC=C(C=C1)[N+](=O)[O-]